[N+](=O)([O-])C1=CC=C2C(NC(NC2=C1)=O)=O 7-nitroquinazoline-2,4(1H,3H)-dione